C(C)(=O)[C@H]1CN(CCC1)C(=O)OC(C)(C)C tertbutyl (3R)-3-acetylpiperidine-1-carboxylate